S(=O)(=O)(OC1=CC=C(C=C1)C)[O-].[K+] Potassium p-cresyl sulfate